S-Methyl-2-(3-thienyl)piperidine CS1C=C(C=C1)C1NCCCC1